C1(=CC=CC2=CC=CC=C12)C(C(C)(C)[SiH](OC)OC)(C)C α-naphthyl-1,1,2-trimethylpropyldimethoxysilane